6-(4-chlorophenyl)-2-(5-chloro-3-thienyl)-3-oxo-2,3-dihydropyridazine-4-carboxylic acid ClC1=CC=C(C=C1)C=1C=C(C(N(N1)C1=CSC(=C1)Cl)=O)C(=O)O